ClC=1C(=NC(=NC1)N1CCOCC1)N 5-chloro-2-(morpholin-4-yl)pyrimidin-4-amine